3-{2-[(2R,4S)-4-{[(6-methanesulfonylpyridazin-3-yl)oxy]methyl}-2-methylpyrrolidin-1-yl]ethyl}benzonitrile CS(=O)(=O)C1=CC=C(N=N1)OC[C@H]1C[C@H](N(C1)CCC=1C=C(C#N)C=CC1)C